CC1(CCS(CC1)(=O)=O)NC(=O)C1=NN2C(C=C(C=C2)B(O)O)=C1 (2-((4-methyl-1,1-dioxidotetrahydro-2H-thiopyran-4-yl)carbamoyl)pyrazolo[1,5-a]pyridin-5-yl)boronic acid